O[C@@H](CN1C[C@@H]2[C@](C1)(C[C@H](C2)OC2=CC=CC=C2)O)C=2C=C1CCC=NC1=CC2 6-((R)-1-hydroxy-2-((3aS,5S,6aR)-3a-hydroxy-5-phenoxyhexahydrocyclopenta[c]pyrrol-2(1H)-yl)ethyl)-3,4-dihydroquinolin